6-(4-cyclopropyl-1H-imidazol-1-yl)-1-methyl-1H-indole-4-carboxylic acid C1(CC1)C=1N=CN(C1)C=1C=C(C=2C=CN(C2C1)C)C(=O)O